O=C1N[C@@H]2C[C@H]([C@H]1C2)C2=CC=C(C=C2)C2=CC(=CC1=CC(=CC=C21)C2=CC=C(C=C2)C(F)(F)F)C(=O)O 4-(4-((1R,4R,5R)-3-Oxo-2-azabicyclo[2.2.1]heptan-5-yl)phenyl)-7-(4-(trifluoromethyl)phenyl)-2-naphthoic acid